ClC=1C=C2C(=CC(=NC2=CC1)C(F)(F)F)N[C@@H]1C[C@@H](CCC1)NC(=O)C1=CN(C=C1)CCF N-[(1R,3S)-3-{[6-chloro-2-(trifluoromethyl)quinolin-4-yl]amino}cyclohexyl]-1-(2-fluoroethyl)-1H-pyrrole-3-carboxamide